2',3',5',6'-Tetrahydro-5H-Spiro[Furo[3,4-b]Pyridine-7,4'-Pyran]-1-Oxide O1CCC2(CC1)OCC=1C2=[N+](C=CC1)[O-]